5-[1-(4-ethylphenyl)pyrazol-4-yl]-1H-indol-3-amine C(C)C1=CC=C(C=C1)N1N=CC(=C1)C=1C=C2C(=CNC2=CC1)N